1'-(2-[4-(1-methanesulfonylethyl)phenoxy]ethyl)-2-oxo-1,2-dihydrospiro[indole-3,4'-piperidine]-5-carbonitrile CS(=O)(=O)C(C)C1=CC=C(OCCN2CCC3(CC2)C(NC2=CC=C(C=C23)C#N)=O)C=C1